FC(C1=C2C=CC=NC2=C(C=C1)C=1C(=NC(=CC1)N)N)(F)F (5-(trifluoromethyl)quinolin-8-yl)pyridine-2,6-diamine